C[N+](C)(C)CCOC(=O)C=C.[Cl-] 2-(acryloyloxy)-N,N,N-trimethylethanaminium chloride